C(C)C=1C=C(C=CC1F)C1=CC(=C(C(=O)N2CCC(CC2)CN2CCN(CC2)CC(=O)N2CCN(CC2)C(=O)C=2C=C(C=CC2F)CC2=NNC(C3=CC=CC=C23)=O)C(=C1)F)F 4-[[3-[4-[2-[4-[[1-[4-(3-ethyl-4-fluoro-phenyl)-2,6-difluoro-benzoyl]-4-piperidyl]methyl]piperazin-1-yl]acetyl]piperazine-1-carbonyl]-4-fluoro-phenyl]methyl]-2H-phthalazin-1-one